5-methyl-1,3,4,5-tetrahydro-2H-pyridin CC1CCCNC1